N1CCC(CC1)CN1CCN(CC1)C1=CC=C(C=C1)C1C(NC(CC1)=O)=O 3-(4-(4-(piperidin-4-ylmethyl)piperazin-1-yl)phenyl)piperidine-2,6-dione